ClC=1C=C(C=CC1)[Si](C=1C=C(C=CC1)C1=NC(=C(N=C1C1=CC=CC=C1)C1=CC=CC=C1)C1=CC=CC=C1)(C1=CC=CC=C1)C1=CC=CC=C1 2-(3-((3-chlorophenyl)diphenylsilyl)phenyl)-3,5,6-triphenylpyrazine